7-[(1Z)-1-(dimethylamino)-3-oxo-3-[4-(trifluoromethyl)phenyl]prop-1-en-2-yl]-7,8-dihydro-1,7-naphthyridin-8-one CN(\C=C(\C(C1=CC=C(C=C1)C(F)(F)F)=O)/N1C=CC=2C=CC=NC2C1=O)C